5-(2,4-difluorophenyl)-N-[2-(6-methoxy-2-pyridyl)-2-(1-methylpyrazol-4-yl)propyl]isoxazole-3-carboxamide FC1=C(C=CC(=C1)F)C1=CC(=NO1)C(=O)NCC(C)(C=1C=NN(C1)C)C1=NC(=CC=C1)OC